COC1=CC(=CN=N1)C=1C=CC2=C(C1)COC1=NC(=CC=C12)NC1C[C@H]2COC[C@@H](C1)N2C(=O)OC(C)(C)C tert-butyl (1R,5S,7r)-7-{[8-(6-methoxypyridazin-4-yl)-6H-isochromeno[3,4-b]pyridin-3-yl]amino}-3-oxa-9-azabicyclo[3.3.1]nonane-9-carboxylate